6-(2-bromophenyl)heptan-1-amine BrC1=C(C=CC=C1)C(CCCCCN)C